C=C1C2=CC=CC=C2C(C=2C=CC=CC12)=C 9,10-Dimethandiylanthracen